Dimethyl ((2E,6E)-3,7,11-trimethyldodeca-2,6,10-trien-1-yl)phosphonate C\C(=C/CP(OC)(OC)=O)\CC\C=C(\CCC=C(C)C)/C